C(#N)C(C(=O)NC(OCC)=O)=NNC1=CC(=C(C(=C1)Cl)OC1=CN(C(C=C1)=O)CC1=CC(=C(C=C1)F)F)Cl Ethyl (2-cyano-2-(2-(3,5-dichloro-4-((1-(3,4-difluorobenzyl)-6-oxo-1,6-dihydropyridin-3-yl)oxy)phenyl)hydrazono)acetyl)carbamate